C12C(C3CC(CC(C1)C3)C2)CC(=O)NC2=CC3=C(NC(=N3)CC3=C(C=CC(=C3)Cl)O)C=C2 (2-adamantyl)-N-[2-[(5-chloro-2-hydroxy-phenyl)methyl]-1H-benzimidazol-5-yl]acetamide